(±)-(Z)-hex-3-en-1-yl 2-(styryloxy)propanoate C(=CC1=CC=CC=C1)O[C@@H](C(=O)OCC\C=C/CC)C |r|